(4aS,10aR)-4a-amino-1-propyl-1,2,3,4,4a,5,10,10a-octahydrobenzo[g]quinoline-6,7-diyl bis(sulfamate) S(N)(OC1=C(C=CC2=C1C[C@]1(CCCN([C@@H]1C2)CCC)N)OS(N)(=O)=O)(=O)=O